C(C)(C)(C)[Si](C1=CC=CC=C1)(C1=CC=CC=C1)OC1CC=CC1 tert-butyl-(cyclopent-3-en-1-yloxy)diphenylsilane